Cl[C@H](COC1=CC=C(C=C1)C(C)(C)C1=CC=C(OC[C@@H](CO)O)C=C1)CO (R)-3-(4-(2-(4-((S)-2-chloro-3-hydroxypropoxy)phenyl)propan-2-yl)phenoxy)propane-1,2-diol